3,6-di-tert-butyl-carbazole C(C)(C)(C)C=1C=CC=2NC3=CC=C(C=C3C2C1)C(C)(C)C